C(C)(=O)C1(CC1)C(=CC1=CC(C(C1)C)=O)C 3-[2-(1-acetylcyclopropyl)-1-propenyl]-5-methyl-2-cyclopenten-1-one